(R)-(2-((3,5-dicyano-6-(dimethylamino)-4-ethylpyridin-2-yl)thio)-2-(4-((methylsulfonyl)oxy)phenyl)acetyl)phosphoramidic acid hydrate glycine salt NCC(=O)O.O.C(#N)C=1C(=NC(=C(C1CC)C#N)N(C)C)S[C@@H](C(=O)NP(O)(O)=O)C1=CC=C(C=C1)OS(=O)(=O)C